OC(C)(C)[C@H]1CN(CC1)C1=NC=CC(=C1)N1N=CC=2C=NC(=CC21)[C@]2(CC21CC1)C#N |o1:24| (R or S)-1-(1-(2-((R)-3-(2-hydroxypropan-2-yl)pyrrolidin-1-yl)pyridin-4-yl)-1H-pyrazolo[4,3-c]pyridin-6-yl)spiro[2.2]pentane-1-carbonitrile